CC=1OC(=CN1)C=1C=C2C=C(N=CC2=CC1)NC(=O)[C@@H]1C[C@H](C1)N1CCOCC1 trans-N-(6-(2-methyloxazol-5-yl)isoquinolin-3-yl)-3-morpholinylcyclobutane-1-carboxamide